2-((1-(1-cyanoethyl)-3-isopropoxy-1H-pyrazol-4-yl)amino)-7-((cis)-4-methyltetrahydrofuran-3-yl)-7H-pyrrolo[2,3-d]pyrimidine-6-carbonitrile C(#N)C(C)N1N=C(C(=C1)NC=1N=CC2=C(N1)N(C(=C2)C#N)[C@@H]2COC[C@@H]2C)OC(C)C